FC(CC[C@H]1CN(C2=C(S([C@H]1F)(=O)=O)C=C(C(=C2)C(F)(F)F)OCC2(CC2)C(=O)O)C2=CC=C(C=C2)F)(C)F 1-((((2R,3S)-3-(3,3-difluorobutyl)-2-fluoro-5-(4-fluorophenyl)-1,1-dioxido-7-(trifluoromethyl)-2,3,4,5-tetrahydrobenzo[b][1,4]thiazepin-8-yl)oxy)methyl)cyclopropane-1-carboxylic acid